C(C)(C)N1CC=2C=NC(=CC2C1)C(=O)N 2-isopropyl-2,3-dihydro-1H-pyrrolo[3,4-c]pyridine-6-carboxamide